The molecule is a tripeptide composed of L-threonine, L-alanine, and L-aspartic acid joined by peptide linkages. It has a role as a metabolite. It derives from a L-threonine, a L-alanine and a L-aspartic acid. C[C@H]([C@@H](C(=O)N[C@@H](C)C(=O)N[C@@H](CC(=O)O)C(=O)O)N)O